ClC1=C(C=NN(C1=O)C)N[C@@H]1C[C@@H](CN(C1)C)C1=CC=C(C=C1)CN1CCN(CC1)C1=CC=C(C=C1)C1C(NC(CC1)=O)=O 3-[4-[4-[[4-[(3R,5R)-5-[(5-chloro-1-methyl-6-oxo-pyridazin-4-yl)amino]-1-methyl-3-piperidyl]phenyl]methyl]piperazin-1-yl]phenyl]piperidine-2,6-dione